7-hydroxy-5-methoxy-4-methyl-3-(3-(4-methylpiperazin-1-yl)-3-oxopropyl)-2-oxo-2H-chromen-8-carboxaldehyde OC1=CC(=C2C(=C(C(OC2=C1C=O)=O)CCC(=O)N1CCN(CC1)C)C)OC